2-fluoro-1-(5-methoxy-7-(4-(trifluoromethyl)phenyl)-3,4-dihydroisoquinolin-2(1H)-yl)prop-2-en-1-one FC(C(=O)N1CC2=CC(=CC(=C2CC1)OC)C1=CC=C(C=C1)C(F)(F)F)=C